ClC1=CC=C(C=C1)N1C(=CC=C1C)C 1-(4-chlorophenyl)-2,5-dimethylpyrrole